ClC1=CC(=C(COC2=NC=CC(=N2)N2CC3=C(C2)CN(C3)CC3=NC2=C(N3CC3COC3)C=C(C=C2)C(=O)OC)C=C1)F methyl 2-((5-(2-((4-chloro-2-fluorobenzyl)oxy)pyrimidin-4-yl)-3,4,5,6-tetrahydropyrrolo[3,4-c]pyrrol-2(1H)-yl)methyl)-1-(oxetan-3-ylmethyl)-1H-benzo[d]imidazole-6-carboxylate